[Na].NC=1C=C(C=CC1N)S 3,4-diaminothiophenol sodium